N-(6-Amino-5-methyl-3-pyridyl)-2-[(2S)-2-(m-tolyl)-1-piperidyl]-2-oxo-acetamide NC1=C(C=C(C=N1)NC(C(=O)N1[C@@H](CCCC1)C=1C=C(C=CC1)C)=O)C